4-(4-(4-(2-(2-Aminopyridin-3-yl)-5-(4-fluorophenyl)-3H-imidazo[4,5-b]pyridin-3-yl)benzyl)piperazine-1-carbonyl)-2-hydroxybenzaldehyde NC1=NC=CC=C1C1=NC=2C(=NC(=CC2)C2=CC=C(C=C2)F)N1C1=CC=C(CN2CCN(CC2)C(=O)C2=CC(=C(C=O)C=C2)O)C=C1